3-((6-cyclopropyl-2-((4-fluoro-3-(trifluoromethyl)phenyl)carbamoyl)thieno[3,2-c]pyridin-3-yl)carbamoyl)-4-methoxybenzoic acid C1(CC1)C1=CC2=C(C=N1)C(=C(S2)C(NC2=CC(=C(C=C2)F)C(F)(F)F)=O)NC(=O)C=2C=C(C(=O)O)C=CC2OC